[C@@H]1([C@H](O)[C@@H](O)[C@@H](O)[C@H](O1)CO)O[C@H]1[C@@H]([C@H]([C@@H](O)O[C@@H]1CO)O)O 4-O-beta-D-Galactopyranosyl-alpha-D-glucopyranose